2-ALLYLOXYBENZALDEHYDE C(C=C)OC1=C(C=O)C=CC=C1